4-(5-acetylamino-1,3,4-thiadiazol-2-yl)piperazine-1-carboxylic acid tert-butyl ester C(C)(C)(C)OC(=O)N1CCN(CC1)C=1SC(=NN1)NC(C)=O